2-(3-((2,4-dioxo-3-((2-(trimethylsilyl)ethoxy)methyl)tetrahydropyrimidin-1(2H)-yl)methyl)-2-oxopyridin-1(2H)-yl)acetaldehyde O=C1N(CCC(N1COCC[Si](C)(C)C)=O)CC=1C(N(C=CC1)CC=O)=O